methylene(cyclopentadienyl)(octamethyloctahydrodibenzofluorenyl)zirconium dichloride [Cl-].[Cl-].C=[Zr+2](C1(C(C(C(C2(C3C(=C4C=5C=CC=CC5CC4=C21)C=CCC3)C)(C)C)(C)C)(C)C)C)C3C=CC=C3